sodium copper indium gallium [Ga].[In].[Cu].[Na]